5-(4-Fluorophenyl)-1-(1-hydroxy-2-methylpropan-2-yl)-4-oxo-1,4-dihydropyridine-3-carboxylic acid FC1=CC=C(C=C1)C=1C(C(=CN(C1)C(CO)(C)C)C(=O)O)=O